NC1=CC=C(C(=N1)C(=O)OC)Br methyl 6-amino-3-bromo-pyridine-2-carboxylate